C(C)OC(=O)C1=C(N=C(S1)NC1=NC(=CC(=N1)N1CCC(CC1)O)N1CCC(CC1)(O)C1=NN=NN1)C 2-[[4-[4-hydroxy-1-piperidinyl]-6-[4-[tetrazol-5-yl]-4-hydroxypiperidin-1-yl]-2-pyrimidinyl]amino]-4-methyl-5-thiazolecarboxylic acid ethyl ester